3-(bromomethyl)-3-fluorocyclobutane-1-carbonitrile BrCC1(CC(C1)C#N)F